(1S,2S,3R,4R,5S)-3-((5-chloro-4-(4-fluoro-2-(2-hydroxypropan-2-yl)-1-isopropyl-1H-benzo[d]imidazol-6-yl)pyrimidin-2-yl)amino)-6,8-dioxabicyclo[3.2.1]octan-4-d-2-ol ClC=1C(=NC(=NC1)N[C@H]1[C@@H]([C@@H]2CO[C@H]([C@@H]1[2H])O2)O)C=2C=C(C1=C(N(C(=N1)C(C)(C)O)C(C)C)C2)F